BrC1=CC=2C(C3=CC(=CC=C3C2C=C1)Br)(C=1C=C2C=CC(=CC2=CC1)O)C=1C=C2C=CC(=CC2=CC1)O 6,6'-(2,7-dibromo-9H-fluorene-9,9-diyl)bis(naphthalene-2-ol)